tert-butyl ({5-[4-(trifluoromethyl)phenyl]-1H-imidazol-2-yl}methyl)carbamate FC(C1=CC=C(C=C1)C1=CN=C(N1)CNC(OC(C)(C)C)=O)(F)F